C(C)(C)(C)C=1C(=CC(=C(C(=O)N2CC3=CC=CC(=C3C2)N(C(\C=C\CN(C)C)=O)C)C1)F)O (E)-N-(2-(5-(tert-Butyl)-2-fluoro-4-hydroxybenzoyl)isoindolin-4-yl)-4-(dimethylamino)-N-methylbut-2-enamide